[Cl-].[Cl-].C(C1=CC=CC=C1)C(=[Zr+2](C1=C(C(=CC=2C3=CC(=C(C=C3CC12)C1=CC=CC=C1)C(C)(C)C)C(C)(C)C)C1=CC=CC=C1)C1C=CC=C1)C(C)(C)C1=CC=CC=C1 (benzyl)(cumyl)methylene(cyclopentadienyl)(2,7-diphenyl-3,6-di-tert-butylfluorenyl)zirconium dichloride